O1COC2=C1C=CC=C2O[C@@H](CCNC(C)(C)C)C=2SC(=CC2)Br (S)-3-(benzo[d][1,3]dioxol-4-yloxy)-3-(5-bromothiophen-2-yl)-N-(tert-butyl)propan-1-amine